Cl.NC1CC(CCC1)NCCN1C(=CC2=CC=C(C=C12)C1=CC=C(C=C1)F)C(=O)N (2-((3-aminocyclohexyl)amino)ethyl)-6-(4-fluorophenyl)-1H-indole-2-carboxamide hydrochloride